tert-butyl (3-(difluoromethyl)-4-(7-((3-(piperidin-1-yl)propyl)carbamoyl)benzo[d]imidazo[2,1-b]thiazol-2-yl)benzyl)carbamate FC(C=1C=C(CNC(OC(C)(C)C)=O)C=CC1C=1N=C2SC3=C(N2C1)C=CC(=C3)C(NCCCN3CCCCC3)=O)F